[NH4+].[NH4+].N(=NC1SC2=C(N1CC)C=CC(=C2)S(=O)(=O)[O-])C2SC1=C(N2CC)C=CC(=C1)S(=O)(=O)[O-] azobis[3-ethylbenzothiazoline-6-sulfonic acid]-diammonium salt